ClC1=CC(=C(C=C1)C1(OC2=C(O1)C=CC=C2C2=CC(=C(CC1=NC3=C(N1C[C@H]1OCC1)C(=C(C=C3)C(=O)OC(C)(C)C)F)C(=C2)F)F)C)F tert-butyl 2-(4-(2-(4-chloro-2-fluorophenyl)-2-methylbenzo[d][1,3]dioxol-4-yl)-2,6-difluorobenzyl)-7-fluoro-1-(((S)-oxetan-2-yl) methyl)-1H-benzo[d]imidazole-6-carboxylate